ClC=1C(=CC(=C(C1)N(C(C)=O)C)CC)[N+](=O)[O-] N-(5-Chloro-2-ethyl-4-nitrophenyl)-N-methylacetamide